Isoasparagin N[C@@H](CC(=O)O)C(N)=O